1,2-bis[(E)-(4-chlorophenyl)methylideneamino]guanidine ClC1=CC=C(C=C1)\C=N\NC(=N/N=C/C1=CC=C(C=C1)Cl)N